(M)-2-(4-(4-(aminomethyl)-1-oxo-1,2-dihydrophthalazin-6-yl)-1-methyl-1H-pyrazol-5-yl)-3-fluoro-6-((1R,2R)-2-methylcyclopropoxy)benzonitrile NCC1=NNC(C2=CC=C(C=C12)C=1C=NN(C1C1=C(C#N)C(=CC=C1F)O[C@H]1[C@@H](C1)C)C)=O